P(=O)(O)(O)O.C=C.C=C.C=C triethylene phosphate